3-hydroxy-5-methoxy-6-methyl-4-(2-methyl-1-oxopropyl)-2-{[2,6-dihydroxy-4-methoxy-5-methyl-3-(2-methyl-1-oxopropyl)phenyl]methyl}phenolate OC=1C(=C(C(=C(C1C(C(C)C)=O)OC)C)[O-])CC1=C(C(=C(C(=C1O)C)OC)C(C(C)C)=O)O